N-[6-chloro-5-(2-methoxyacetyl)pyridazin-3-yl]-2,2-dimethyl-propanamide ClC1=C(C=C(N=N1)NC(C(C)(C)C)=O)C(COC)=O